(2-hydroxy-propylium) ammonium salt [NH4+].OC([CH2+])C